C(CC)(=O)OC=1C(=C(C=CC1)C)O hydroxy-m-tolyl propionate